2,3,4,9-tetrahydro-1H-pyrido[3,4-b]Indole C1NCCC2=C1NC1=CC=CC=C21